[Pt](Cl)Cl monoplatinum chloride